N-(6-(2-chloro-4-fluorophenyl)-5-(trifluoromethyl)pyridin-2-yl)-6-(piperazin-1-yl)pyridine-2-sulfonamide ClC1=C(C=CC(=C1)F)C1=C(C=CC(=N1)NS(=O)(=O)C1=NC(=CC=C1)N1CCNCC1)C(F)(F)F